2-bromo-2-butanol BrC(C)(CC)O